CN1C(=NC=C1)C(=O)N1CCC(CC1)CCCCNC(=O)C1=CC=2C=NC=CC2N1 N-(4-{1-[(1-methyl-1H-imidazol-2-yl)carbonyl]piperidin-4-yl}butyl)-1H-pyrrolo[3,2-c]pyridine-2-carboxamide